1,3-bis(oxiran-2-ylmethoxy)benzene O1C(C1)COC1=CC(=CC=C1)OCC1OC1